N-((1H-benzotriazol-1-yl)methyl)-N,N-dimethylethylammonium N1(N=NC2=C1C=CC=C2)C[N+](C)(C)CC